COC(C1=C(C=C(C(=C1)C1=CC=2N(C=C1)N=C(N2)N)F)CC)=O 5-(2-amino-[1,2,4]triazolo[1,5-a]pyridin-7-yl)-2-ethyl-4-fluorobenzoic acid methyl ester